(6-nitropyridin-3-yl)-2,5-dihydro-1H-pyrrole-1-carboxylic acid tert-butyl ester C(C)(C)(C)OC(=O)N1C(C=CC1)C=1C=NC(=CC1)[N+](=O)[O-]